α-Methylleucine C[C@](N)(CC(C)C)C(=O)O